N-[1-(4-bromophenyl)prop-1-yn-3-yl]-N-[1-(cyclohepta-2,4,6-trienyl)prop-1-yn-3-yl]-4-methylbenzenesulfonamide BrC1=CC=C(C=C1)C#CCN(S(=O)(=O)C1=CC=C(C=C1)C)CC#CC1C=CC=CC=C1